C(C)(C)(C)C1[C@](N(CC[C@@]1(C(=O)O)CC1=NC(=CC(=C1F)C(F)F)Cl)C(=O)O)(C)C(C)(C)C Di-tert-butyl-(2R,4R)-4-((6-chloro-4-(difluoromethyl)-3-fluoropyridin-2-yl)methyl)-2-methylpiperidine-1,4-dicarboxylic acid